[C-]#[W] tungsten monocarbide